(E)-2-methyl-3-(4-((1s,4r)-4-pentylcyclohexyl)phenyl)acrylic acid C/C(/C(=O)O)=C\C1=CC=C(C=C1)C1CCC(CC1)CCCCC